(3R,5S)-1-benzyl-3-((benzyloxy)methyl)-5-methylpiperazine C(C1=CC=CC=C1)N1C[C@@H](N[C@H](C1)C)COCC1=CC=CC=C1